ClC1=C(C=CC(=C1)OC)CC(=O)NC1=CC=C(C=C1)N1C2=C(NC(CC1=O)=O)C1=CC=CC=C1C=C2 5-[4-[2-(2-chloro-4-methoxyphenyl)acetylamino]phenyl]-1H-naphtho[1,2-B][1,4]diazepine-2,4(3H,5h)-dione